1,3-diphenylguanidine hydrochloride salt Cl.C1(=CC=CC=C1)NC(=N)NC1=CC=CC=C1